4-[amino(methyl)amino]-7-methyl-5H-pyrrolo[2,3-d]pyrimidin-6-one NN(C=1C2=C(N=CN1)N(C(C2)=O)C)C